C(C1=CC=CC=C1)O[C@H](C)C1=NC2=C(C(=C(C=C2C(=C1C(=O)OCC)Cl)\C=C\C#N)C1=C(C(=CC=C1)Cl)Cl)F ethyl 2-((R)-1-(benzyloxy)ethyl)-4-chloro-6-((E)-2-cyanovinyl)-7-(2,3-dichlorophenyl)-8-fluoroquinoline-3-carboxylate